3-(2-(2-fluorobenzoyl)hydrazine-1-carbonyl)piperidine-1-carboxylic acid tert-butyl ester C(C)(C)(C)OC(=O)N1CC(CCC1)C(=O)NNC(C1=C(C=CC=C1)F)=O